OCCCN1N(N(C=C1)CCCO)CCCO tris-hydroxypropyltriazole